ClC=1C(=C(C=CC1OC[C@H]1COCCC1)NC=1C2=C(N=CN1)C=CC(=N2)O[C@@H]2CN(CC2)C(=O)OC(C)(C)C)F tert-Butyl (S)-3-((4-((3-chloro-2-fluoro-4-(((R)-tetrahydro-2H-pyran-3-yl)methoxy)phenyl)amino)pyrido[3,2-d]pyrimidin-6-yl)oxy)pyrrolidine-1-carboxylate